ClCC1=C(C=C(NC([C@H](C)NC(=O)[C@H](C(C)C)NC(OCC2C3=CC=CC=C3C=3C=CC=CC23)=O)=O)C=C1)C 9H-fluoren-9-ylmethyl N-[(1S)-1-[[(1S)-2-[4-(chloromethyl)-3-methyl-anilino]-1-methyl-2-oxo-ethyl]carbamoyl]-2-methyl-propyl]carbamate